N'-((3-(2-methoxypropan-2-yl)-1,2,3,5,6,7-hexahydro-s-indacen-4-yl)carbamoyl)-6,7-dihydro-5H-pyrazolo[5,1-b][1,3]oxazine-3-sulfonimidamide COC(C)(C)C1CCC2=CC=3CCCC3C(=C12)NC(=O)N=S(=O)(N)C=1C=NN2C1OCCC2